3-methyl-3-(3-(1-methyl-1H-imidazol-4-yl)-4-((3-(trifluoromethyl)phenyl)amino)phenyl)pyrrolidin-2-one CC1(C(NCC1)=O)C1=CC(=C(C=C1)NC1=CC(=CC=C1)C(F)(F)F)C=1N=CN(C1)C